3-oxaspiro[5.5]undec-7-en-9-one C1COCCC12C=CC(CC2)=O